Tert-Butyl 3-(2-cyano-3-cyclopropyl-phenoxy)azetidine-1-carboxylate C(#N)C1=C(OC2CN(C2)C(=O)OC(C)(C)C)C=CC=C1C1CC1